5-chloro-2-nitrobenzaldehyde ClC=1C=CC(=C(C=O)C1)[N+](=O)[O-]